N-(4-(4-(5-cyclopentylfuran-2-yl)-1H-1,2,3-triazol-1-yl)-3-(6-azaspiro[2.5]oct-6-yl)phenyl)-2-hydroxyethane-1-sulfonamide C1(CCCC1)C1=CC=C(O1)C=1N=NN(C1)C1=C(C=C(C=C1)NS(=O)(=O)CCO)N1CCC2(CC2)CC1